N-(3,4-difluoro-2-methoxyphenyl)-4-({[3-(2-methoxyethoxy)pyridin-4-yl]methyl}amino)-2-oxo-1,2,5,6-tetrahydropyridine-3-carbothioamide FC=1C(=C(C=CC1F)NC(=S)C=1C(NCCC1NCC1=C(C=NC=C1)OCCOC)=O)OC